IC=1C=CC(=C(C(=O)O)C1)Cl 5-iodo-2-chlorobenzoic acid